1-((3-(5-(3,5-difluorophenyl)-4,5-dihydro-1H-pyrazole-1-carbonyl)bicyclo[1.1.1]-pentan-1-yl)methyl)-4-methyl-1H-pyrazole-5-carbonitrile FC=1C=C(C=C(C1)F)C1CC=NN1C(=O)C12CC(C1)(C2)CN2N=CC(=C2C#N)C